3,5-diamino-4'-n-tridecyl-benzophenone NC=1C=C(C(=O)C2=CC=C(C=C2)CCCCCCCCCCCCC)C=C(C1)N